C1(CC1)NC(=O)N[C@@H]1[C@H](C1)C1=CC(=C(C=C1)C1=NN2C(N=C(C=C2C2CC2)C(=O)N2[C@@H](C3=CC=CC=C3CC2)C)=C1)F 1-Cyclopropyl-3-[(1S,2R)-2-(4-{7-cyclopropyl-5-[(1R)-1-methyl-1,2,3,4-tetrahydro-isoquinoline-2-carbonyl]pyrazolo[1,5-a]pyrimidin-2-yl}-3-fluorophenyl)cyclopropyl]urea